2,5-dimethyl-2,5-di-(benzoylperoxy)hexane tert-butyl-(R)-3-((7-bromo-2-chloro-8-fluoro-6-(trifluoromethyl)quinazolin-4-yl)(cyclopropyl)amino)pyrrolidine-1-carboxylate C(C)(C)(C)OC(=O)N1C[C@@H](CC1)N(C1CC1)C1=NC(=NC2=C(C(=C(C=C12)C(F)(F)F)Br)F)Cl.CC(C)(CCC(C)(OOC(C1=CC=CC=C1)=O)C)OOC(C1=CC=CC=C1)=O